BrC=1C=C2C(=NC=NC2=CC1)CC(=O)OCC ethyl 2-(6-bromoquinazolin-4-yl)acetate